N1N=CC(=C1)C1CN(CC1)C1=NC(=NC(=C1C)C)C(=O)N1CC(C1)(C1=CC=CC=C1)O (4-(3-(1H-pyrazol-4-yl)pyrrolidin-1-yl)-5,6-dimethylpyrimidin-2-yl)(3-hydroxy-3-phenylazetidin-1-yl)methanone